(3-glycidoxypropyl)tris(trimethylsiloxy)silane C(C1CO1)OCCC[Si](O[Si](C)(C)C)(O[Si](C)(C)C)O[Si](C)(C)C